4-(1-(4-oxopent-2-enoyl)piperidin-4-yl)quinazoline O=C(C=CC(=O)N1CCC(CC1)C1=NC=NC2=CC=CC=C12)C